Methyl 5-benzyl-3-((3-methylisoxazole-4-carboxamido)methyl)-4,5-dihydroisoxazole-5-carboxylate C(C1=CC=CC=C1)C1(CC(=NO1)CNC(=O)C=1C(=NOC1)C)C(=O)OC